2-(4-methoxyphenoxy)-N-(1H-pyrazol-3-yl)-N-tetrahydrothiophen-3-ylacetamide COC1=CC=C(OCC(=O)N(C2CSCC2)C2=NNC=C2)C=C1